(S)-3-chloro-6-((4-(6-((4-chloro-2-fluorobenzyl)oxy)-3,5-difluoropyridin-2-yl)piperidin-1-yl)methyl)-7-(oxetan-2-ylmethyl)-7H-imidazo[4,5-c]pyridazine ClC1=CC2=C(N=N1)N(C(=N2)CN2CCC(CC2)C2=NC(=C(C=C2F)F)OCC2=C(C=C(C=C2)Cl)F)C[C@H]2OCC2